(1E,6E)-1,7-bisphenyl-1,6-heptadiene-3,5-dione C1(=CC=CC=C1)\C=C\C(CC(\C=C\C1=CC=CC=C1)=O)=O